C(C)(C)(C)OC(=O)N1CC(C(C[C@H]1C1=CC=CC=C1)O)(C(=O)O)C 3-methyl-(6S)-4-hydroxy-6-phenyl-1,2,5,6-tetrahydropyridine-1,3-dicarboxylic acid 1-tert-butyl ester